(Z)-5-(2-bromovinyl)uridine Br\C=C/C=1C(NC(N([C@H]2[C@H](O)[C@H](O)[C@@H](CO)O2)C1)=O)=O